2-(4-((3-Fluoropyridin-2-yl)(tetrahydro-2H-pyran-4-yl)methyl)-3-methyl-6-(1-methyl-4-(methyl-d3)-1H-1,2,3-triazol-5-yl)-4H-thieno[2',3':4,5]pyrrolo[3,2-B]pyridin-2-yl)propan-2-ol FC=1C(=NC=CC1)C(N1C2=C(C3=NC=C(C=C31)C3=C(N=NN3C)C([2H])([2H])[2H])SC(=C2C)C(C)(C)O)C2CCOCC2